C(C=C)(=O)OCC(CC)(COC(C=C)=O)COC(C=C)=O 1,1,1-tris(acryloyloxymethyl)propane